Cl.N1C[C@@H](CC1)C(C(=O)N)C [(3s)-pyrrolidin-3-yl]propanamide hydrochloride